phenethyl (3R,6S)-3-(3-amino-3-oxopropyl)-6-benzyl-8-((S)-1-(isopentylamino)-1-oxo-3-phenylpropan-2-yl)-4,7-dioxohexahydropyrazino[2,1-c][1,2,4]oxadiazine-1(6H)-carboxylate NC(CC[C@@H]1C(N2C(N(O1)C(=O)OCCC1=CC=CC=C1)CN(C([C@@H]2CC2=CC=CC=C2)=O)[C@H](C(=O)NCCC(C)C)CC2=CC=CC=C2)=O)=O